ClC=1C=C(C=C2C(=C(C=NC12)C#N)NCC(C)(C)C)N[C@H](C=1N=NN(C1)C1(CC1)C(F)(F)F)C=1C=NC2=CC=CC=C2C1 (S)-8-chloro-4-(neopentylamino)-6-((quinolin-3-yl(1-(1-(trifluoromethyl)cyclopropyl)-1H-1,2,3-triazol-4-yl)methyl)amino)quinoline-3-carbonitrile